C(CCCCCCC\C=C/CCCCCCCC)(=O)OCC(COC(CCCCCCC\C=C/CCCCCCCC)=O)COC(CCCCCN1CCN(CC1)CCO)=O 2-(((6-(4-(2-Hydroxyethyl)piperazin-1-yl)hexanoyl)oxy)methyl)propane-1,3-diyl dioleate